O1C=NC=2C(=NC=CC21)N oxazolo[4,5-c]pyridin-4-amine